FC1=CC=C(C=C1)[C@@H](C(=O)NC1=NC=CC(=C1)C1=C(C=2C(N(C=C(C2N1)CC(F)(F)F)C)=O)C1=CC=CC=C1)C (2S)-2-(4-Fluorophenyl)-N-{4-[5-methyl-4-oxo-3-phenyl-7-(2,2,2-trifluoroethyl)-4,5-dihydro-1H-pyrrolo[3,2-c]pyridin-2-yl]pyridin-2-yl}propanamid